1,2,4-triazole-1,3-disulfonamide N1(N=C(N=C1)S(=O)(=O)N)S(=O)(=O)N